tert-Butyl N-[2,2-difluoro-1-[6-(4-methylthiazol-5-yl)-3-pyridyl]ethyl]carbamate FC(C(C=1C=NC(=CC1)C1=C(N=CS1)C)NC(OC(C)(C)C)=O)F